OCC1CO1 3-hydroxy-1,2-epoxypropane